C(C#C)OC1CC(NC1)C(=O)O 4-(propargyloxy)pyrrolidine-2-carboxylic acid